8-Bromo-9-dimethylamino-5-((1-methylpyrrolidin-2-yl)methoxy)-2-(piperazin-1-yl)pyrimido[5,4-c]quinoline BrC=1C(=CC=2C3=C(C(=NC2C1)OCC1N(CCC1)C)C=NC(=N3)N3CCNCC3)N(C)C